N-((3-(6-(2-fluoroethoxy)pyridin-3-yl)-1-(tetrahydro-2H-pyran-2-yl)-1H-pyrazol-5-yl)methyl)-1-methyl-1H-pyrazol-4-amine FCCOC1=CC=C(C=N1)C1=NN(C(=C1)CNC=1C=NN(C1)C)C1OCCCC1